BrC=1C(=C2C(=NC1)NC[C@]21C[C@](CC1)(C#N)CC)Cl |r| (1RS,3SR)-5'-bromo-4'-chloro-3-ethyl-1',2'-dihydrospiro[cyclopentane-1,3'-pyrrolo[2,3-b]pyridine]-3-carbonitrile